CN1CC(C1)(C)[C@](O)(C1=CC=C(C=C1)C(C)C)C=1C=NC=C(C1)N1C[C@H](O[C@@H](C1)C)C (R)-(1,3-dimethyl-azetidin-3-yl)-[5-((2r,6r)-2,6-dimethyl-morpholin-4-yl)-pyridin-3-yl]-(4-isopropyl-phenyl)-methanol